C1(CCC1)NC=1N=C2C(=CC(=NC2=CC1)N)C N6-cyclobutyl-4-methyl-1,5-naphthyridine-2,6-diamine